FC(C(=O)O)(F)F.C(#N)C1(CC1)NC([C@H](CC(C)C)N[C@H](C(F)(F)F)C=1C=CC2=C(OC3=C2C=CC=C3)C1)=O (S)-N-(1-cyanocyclopropyl)-2-(((S)-1-(dibenzo[b,d]furan-3-yl)-2,2,2-trifluoroethyl)amino)-4-methylpentanamide trifluoroacetate